1-((2R,4S,5R)-4-((tert-butyldiphenylsilyl)oxy)-5-(hydroxymethyl)tetrahydrofuran-2-yl)-5-methylpyrimidine-2,4(1H,3H)-dione [Si](C1=CC=CC=C1)(C1=CC=CC=C1)(C(C)(C)C)O[C@H]1C[C@@H](O[C@@H]1CO)N1C(NC(C(=C1)C)=O)=O